CN1C(CC(CC1=O)C(=O)N[C@@H](CC1=CNC=N1)C(=O)N1[C@@H](CCC1)C(=O)N)=O N-[(4S)-1-methyl-2,6-dioxo-hexahydropyridine-4-carbonyl]-L-histidinyl-L-prolinamide